COC1=NC(=NC=C1NC1=CC=NC2=CC(=CC=C12)C)N1N=CC=C1 N-(4-methoxy-2-(1H-pyrazol-1-yl)pyrimidin-5-yl)-7-methyl-quinolin-4-amine